1-(2-(3,3-Difluoroazetidin-1-yl)pyrimidin-5-yl)-3-(8-fluoro-1,2,3,4-tetrahydrodibenzo[b,d]furan-4-yl)urea FC1(CN(C1)C1=NC=C(C=N1)NC(=O)NC1CCCC2=C1OC1=C2C=C(C=C1)F)F